(4-sec-pentylcyclohexyl) fumarate C(\C=C\C(=O)[O-])(=O)OC1CCC(CC1)C(C)CCC